3-methyl-5-(2-methyl-4-(6-(trifluoromethyl)-quinazolin-2-yl)-phenyl)-2-vinyl-6,7-dihydropyrazolo[1,5-a]pyrazin-4(5H)-one CC=1C(=NN2C1C(N(CC2)C2=C(C=C(C=C2)C2=NC1=CC=C(C=C1C=N2)C(F)(F)F)C)=O)C=C